(3S)-6-fluoro-4-{[1-(methoxymethyl)cyclopropyl]carbonyl}-3-methyl-3,5-dihydro-2H-1,4-benzoxazepine-8-carboxamide FC1=CC(=CC2=C1CN([C@H](CO2)C)C(=O)C2(CC2)COC)C(=O)N